ClC=1C=C(C=C(C1)NS(=O)(=O)C)NC(=O)C1=CN(C(=C1)C1=NC=C(C=C1OCC1=CC(=CC(=C1)F)F)OC1CN(C1)C)C N-(3-chloro-5-methanesulfonamidophenyl)-5-{3-[(3,5-difluorophenyl)methoxy]-5-[(1-methylazetidin-3-yl)oxy]pyridin-2-yl}-1-methylpyrrole-3-carboxamide